1-[(5-bromo-3-methylpyrazin-2-yl)amino]-2-methylpropan-2-ol BrC=1N=C(C(=NC1)NCC(C)(O)C)C